FC(C=1C(=CN(C(C1)=O)C)C(=O)NC1=C(C=C(C(=C1)C=1C=NC(=NC1)N1CCOCC1)F)N1C[C@H](N([C@H](C1)C)C)C)F |r| 4-(difluoromethyl)-N-[4-fluoro-5-(2-morpholin-4-ylpyrimidin-5-yl)-2-[rac-(3R,5S)-3,4,5-trimethylpiperazin-1-yl]phenyl]-1-methyl-6-oxopyridine-3-carboxamide